FC(CC1=C(C=CC=C1)C(=O)N1CC2(CC1)C=C(C(C(C2)(C)C)=O)C#N)F 2-[2-(2,2-difluoroethyl)benzene-1-carbonyl]-9,9-dimethyl-8-oxo-2-azaspiro[4.5]dec-6-ene-7-carbonitrile